(R)-3-chloro-4-(4-(1-((5-(2,4-difluorophenoxy)pyrazin-2-yl)amino)-1-oxopropan-2-yl)-2,2-dimethylpiperazine-1-carbonyl)pyridine 1-oxide ClC=1C=[N+](C=CC1C(=O)N1C(CN(CC1)[C@@H](C(=O)NC1=NC=C(N=C1)OC1=C(C=C(C=C1)F)F)C)(C)C)[O-]